1-(((3-fluoropyridin-2-yl)oxy)methyl)-7-azabicyclo[2.2.1]Heptane FC=1C(=NC=CC1)OCC12CCC(CC1)N2